(2R)-2-[3-oxo-3-[4-[5-(trifluoromethyl)pyrimidin-2-yl]piperazin-1-yl]propyl]indolin O=C(CC[C@H]1NC2=CC=CC=C2C1)N1CCN(CC1)C1=NC=C(C=N1)C(F)(F)F